Sulfonyldibenzene S(=O)(=O)(C1=CC=CC=C1)C1=CC=CC=C1